2-[(3-chlorophenyl)-[(5-fluoro-6-methylpyridin-2-yl)amino]methyl]-N-methyl-1H-imidazole-4-sulfonamide ClC=1C=C(C=CC1)C(C=1NC=C(N1)S(=O)(=O)NC)NC1=NC(=C(C=C1)F)C